ClC=1C=C2C(N(CN(C2=CC1C#N)C1=C(C=C(C=C1)OC(F)(F)F)C)C1=C(NC(C=C1)=O)C)=O 6-chloro-1-(2-methyl-4-(trifluoromethoxy)phenyl)-3-(2-methyl-6-oxo-1,6-dihydropyridin-3-yl)-4-oxo-1,2,3,4-tetrahydroquinazoline-7-carbonitrile